O=C1N([C@@H]2CC[C@@H](N1C2)N(C=O)S(=O)(=O)C=2N=C(SC2)C(F)(F)F)OS(=O)(=O)[O-] (2S,5R)-7-oxo-2-(N-((2-(trifluoromethyl) thiazol-4-yl) sulfonyl) formamidyl)-1,6-diazabicyclo[3.2.1]oct-6-ylsulfate